1-[(3-bromotricyclo[3.3.1.13,7]dec-1-yl)methyl]-4-iodo-1H-pyrazole BrC12CC3(CC(CC(C1)C3)C2)CN2N=CC(=C2)I